(3S)-1-[2-(benzyloxy)ethyl]pyrrolidin-3-ol C(C1=CC=CC=C1)OCCN1C[C@H](CC1)O